2-(2-Methoxy-4-Nitrophenyl)-3-(4-Nitrophenyl)-5-(2,4-disulfophenyl)-2H-tetrazole Mono-sodium salt [Na+].COC1=C(C=CC(=C1)[N+](=O)[O-])N1NC(=NN1C1=CC=C(C=C1)[N+](=O)[O-])C1=C(C=C(C=C1)S(=O)(=O)[O-])S(=O)(=O)[O-]